SCSC(CC1SCCS1)SCS 2-(2,2-bis(mercaptomethylthio)ethyl)-1,3-dithiolane